trans-3-octene-1,2-dicarboxylic acid C(C(\C=C\CCCC)C(=O)O)C(=O)O